(E)-3-(4-hydroxy-3-methoxyphenyl)-N-((1-(3-nitrobenzyl)-1H-1,2,3-triazol-4-yl)methyl)acrylamide OC1=C(C=C(C=C1)/C=C/C(=O)NCC=1N=NN(C1)CC1=CC(=CC=C1)[N+](=O)[O-])OC